8-bromo-5-(bromomethyl)-2H-chromene BrC=1C=CC(=C2C=CCOC12)CBr